1-(4-(((2',3'-dichloro-6-methoxy-[2,4'-bipyridin]-5-yl)methyl)amino)piperidin-1-yl)ethan-1-one ClC1=NC=CC(=C1Cl)C1=NC(=C(C=C1)CNC1CCN(CC1)C(C)=O)OC